(R)-2-hydroxy-N-(2-hydroxyethyl)propionamide O[C@@H](C(=O)NCCO)C